C1(CC1)C1=NC2=CC=C(C(=C2NC1=O)F)CC1=NC(=CC=C1C=1C(CNCC1)C)C(=O)NC ((2-cyclopropyl-5-fluoro-3-oxo-3,4-dihydroquinoxalin-6-yl)methyl)-N,3'-dimethyl-1',2',3',6'-tetrahydro-[3,4'-bipyridine]-6-carboxamide